trans-8-[[4-(N-cyclopropylanilino)cyclohexyl]amino]-5-methyl-6-oxo-1,5-naphthyridine-2-carbonitrile C1(CC1)N(C1=CC=CC=C1)[C@@H]1CC[C@H](CC1)NC1=CC(N(C=2C=CC(=NC12)C#N)C)=O